15-Methyl-4-heptacosene CC(CCCCCCCCCC=CCCC)CCCCCCCCCCCC